C(C)(C)(C)OC(=O)N1CC2(C1)CC(C2)N2N=C(C=1CN(CCC12)C(C)=O)I.OC1=CC=C(C=C1)C(CC)(CC)C1=CC=C(C=C1)O 3,3-bis-(4-hydroxyphenyl)pentane tert-butyl-6-(5-acetyl-3-iodo-6,7-dihydro-4H-pyrazolo[4,3-c]pyridin-1-yl)-2-azaspiro[3.3]heptane-2-carboxylate